[C@@H]1([C@H](O)[C@@H](O)[C@@H](O)[C@H](O1)CO)OC[C@H]([C@H]([C@@H]([C@H](C=O)O)O)O)O 6-O-β-galactopyranosyl-D-glucose